(2RS,3RS,4SR)-2-cyclopentyl-3-methyl-1,2,3,4-tetrahydro-1,5-naphthyridin C1(CCCC1)[C@@H]1NC2=CC=CN=C2C[C@H]1C |r|